Ethyl 2-(4-(6-((4-chloro-2-fluorobenzyl) oxy) pyridin-2-yl) piperidin-1-yl)-2-cyclopropylacetate ClC1=CC(=C(COC2=CC=CC(=N2)C2CCN(CC2)C(C(=O)OCC)C2CC2)C=C1)F